BrC=1C(=NC(=NC1)N[C@H]1CN(CC1)C(=O)C1=CC(=C(C=C1)NC(\C=C\CN(C)C)=O)F)OC (R,E)-N-(4-(3-((5-bromo-4-methoxypyrimidin-2-yl)amino)pyrrolidine-1-carbonyl)-2-fluorophenyl)-4-(dimethylamino)but-2-enamide